ClC1=NC=C(C(=N1)NC1=C(C=C(C=C1)C(F)F)P(C)(C)=O)Cl (2-((2,5-dichloropyrimidin-4-yl)amino)-5-(difluoromethyl)phenyl)dimethyl-phosphine oxide